3-(methylthio)propane benzyl-(E)-2-((benzyloxy)methyl)-2-(3-(3-ethoxy-3-oxoprop-1-en-1-yl)phenyl)-7-hydroxy-6,6-dimethylheptanoate C(C1=CC=CC=C1)OC(C(CCCC(CO)(C)C)(C1=CC(=CC=C1)\C=C\C(=O)OCC)COCC1=CC=CC=C1)=O.CSCCC